ClC1=NC(=NC(=C1)Cl)OC1COCC1 4,6-dichloro-2-(3-tetrahydrofuran-oxy)pyrimidine